6-amino-hexanoic acid succinimidyl ester C1(CCC(N1OC(CCCCCN)=O)=O)=O